NCC(C)O[SiH](C)C α-Aminomethyldimethylethoxysilan